COC1=CC=C(C=C1)/C(=C\C1=CC=C(C=C1)OC)/C1=C(C=CC(=C1)C(F)(F)F)C1=C(C=CC=C1)P(C1=CC=CC=C1)C1=CC=CC=C1 (E)-(2'-(1,2-bis(4-methoxyphenyl)vinyl)-4'-trifluoromethyl-[1,1'-biphenyl]-2-yl)diphenylphosphine